C(C=CC)=O n-butenal